2-(4-(3-nitrophenyl)piperazin-1-yl)ethan-1-amine hydrochloride Cl.[N+](=O)([O-])C=1C=C(C=CC1)N1CCN(CC1)CCN